C[C@@H]1CN(C[C@@H](N1)C)C1=NC=C(C=2C1=NC=CN2)C(=O)NC2=CC1=CN(N=C1C(=C2)F)C 5-[(3R,5S)-3,5-dimethylpiperazin-1-yl]-N-(7-fluoro-2-methyl-indazol-5-yl)pyrido[3,4-b]pyrazine-8-carboxamide